CC1N(CC1)C1=NC(=CC(=N1)N1C[C@H](CC1)O)C(F)(F)F (S)-1-(2-(2-methylazetidin-1-yl)-6-(trifluoromethyl)pyrimidin-4-yl)pyrrolidin-3-ol